N1=NC=CC2=CC=C(C=C12)CCO 2-(cinnolin-7-yl)ethanol